O,O-DIETHYL S-(1-(2-HYDROXYPHENYL)-2-PHENYLETHYL) PHOSPHOROTHIOATE P(OCC)(OCC)(SC(CC1=CC=CC=C1)C1=C(C=CC=C1)O)=O